ethyl 2-((6-((tert-Butoxycarbonyl) amino)-5-methylpyridin-3-yl) amino)-2-oxoacetate C(C)(C)(C)OC(=O)NC1=C(C=C(C=N1)NC(C(=O)OCC)=O)C